6-chloro-3-methyl-1-(oxan-2-yl)-N-(pyridin-4-ylmethyl)pyrazolo[3,4-d]pyrimidin-4-amine ClC1=NC(=C2C(=N1)N(N=C2C)C2OCCCC2)NCC2=CC=NC=C2